9-chloro-6-hydroxy-1,3,4,5-tetrahydro-1-benzazepin-2-one ClC1=CC=C(C=2CCCC(NC21)=O)O